chlorine neopentyl glycol diglycidyl ether C(C1CO1)OCC(C)(COCC1CO1)C.[Cl]